COC1=NC=C(C(=N1)OC)C1=CC(=C(N=N1)C)N1N=CC(=C1)F 6-(2,4-dimethoxypyrimidin-5-yl)-4-(4-fluoro-1H-pyrazol-1-yl)-3-methylpyridazine